C1(CCCCCC1)[C@@H](C(=O)NC=1C=NN(C(C1)=O)[C@@H](C(=O)N(CC(F)(F)F)C)C)NC(=O)C1=CC=NN1C(C)C N-((S)-1-cycloheptyl-2-((1-((R)-1-(methyl-(2,2,2-trifluoroethyl)amino)-1-oxopropan-2-yl)-6-oxo-1,6-dihydropyridazin-4-yl)amino)-2-oxoethyl)-1-isopropyl-1H-pyrazole-5-carboxamide